NC=1C=C2C(C3(C=NC4=C(O3)C(=CC3=CC=CC=C34)C=3SC4=C(N3)C=CC=C4)N(C2=CC1)C)(C)C 5-amino-5'-(2-benzothiazolyl)-1,3,3-trimethylspiro[indoline-2,3'-[3H]-naphtho[2,1-b][1,4]oxazine]